tert-butyl (1-(2-methyl-7-nitroquinazolin-4-yl)pyrrolidin-3-yl)carbamate CC1=NC2=CC(=CC=C2C(=N1)N1CC(CC1)NC(OC(C)(C)C)=O)[N+](=O)[O-]